CC(CC(=O)N[C@@H]1C[C@H](C=2C1=CC(=C1C=C(N=CC21)C2CC2)S(NCC(C)C)(=O)=O)NC(CC(C)(C)C)=O)(C)C |r| 3,3-Dimethyl-N-[trans-(7RS,9RS)-3-cyclopropyl-9-(3,3-dimethylbutanoylamino)-5-(2-methylpropylsulfamoyl)-8,9-dihydro-7H-cyclopenta[h]isochinolin-7-yl]butanamid